4-(2,4-difluorophenyl)-6,7-dimethyl-2-((2S,4R)-2-(1-methyl-1H-pyrazol-4-yl)tetrahydro-2H-pyran-4-yl)pyrido[2,3-d]pyrimidine FC1=C(C=CC(=C1)F)C=1C2=C(N=C(N1)[C@H]1C[C@H](OCC1)C=1C=NN(C1)C)N=C(C(=C2)C)C